2-(2,2-difluoro-1-methylcyclobutyl)naphthalene FC1(C(CC1)(C)C1=CC2=CC=CC=C2C=C1)F